COC(C1=CC(=CC(=C1)C)OCC1CC1)=O 3-(Cyclopropylmethoxy)-5-methylbenzoic acid methyl ester